C(#N)C=1C=C(C=CC1)CS(=O)(=O)NC1=C(C(=C(C=C1F)C1=CC2=C(N=C(N=C2)N[C@@H]2CNC[C@H](C2)F)N(C1=O)C(C)C)F)F 1-(3-cyanophenyl)-N-(2,3,6-trifluoro-4-(2-(((3S,5S)-5-fluoro-piperidin-3-yl)amino)-8-isopropyl-7-oxo-7,8-dihydropyrido[2,3-d]-pyrimidin-6-yl)phenyl)-methanesulfonamide